CC1=CC(=NC(=N1)C(=O)N1CCC(CC1)C1=C(C=CC=C1)C(F)(F)F)C(=O)OC methyl 6-methyl-2-(4-(2-(trifluoromethyl)phenyl)piperidine-1-carbonyl)pyrimidine-4-carboxylate